FC=1C=C(C=CC1F)C1=C[C@@H]2[C@H]([C@@H]2C1)C1=NOC(=N1)CN1C=NC=2N=CN(C2C1=O)C 1-((3-((1R,5R,6S)-3-(3,4-difluorophenyl)bicyclo[3.1.0]hex-2-en-6-yl)-1,2,4-oxadiazol-5-yl)methyl)-7-methyl-1,7-dihydro-6H-purin-6-one